C[Si](CCCSP(OCCC[Si](OC)(OC)C)(=S)CC)(OC)OC bis-(3-methyldimethoxysilyl-1-propyl)-ethyldithiophosphonate